3-(2-((5-bromo-2-chlorobenzyl)oxy)ethyl)-4-(((6-bromopyridin-2-yl)oxy)methyl)benzonitrile BrC=1C=CC(=C(COCCC=2C=C(C#N)C=CC2COC2=NC(=CC=C2)Br)C1)Cl